tert-butyl (3-(N-(2-(4-methyl-1,4-diazepan-1-yl)-5-oxo-5H-benzo-[4',5']thiazolo[3',2':1,6]pyrido[2,3-d]pyrimidin-6-yl)acetamido) propyl)carbamate CN1CCN(CCC1)C=1N=CC2=C(N1)N1C(=C(C2=O)N(C(C)=O)CCCNC(OC(C)(C)C)=O)SC2=C1C=CC=C2